N1=CC=C(C=C1)C(CP(C1=CC=CC=C1)C1=CC=CC=C1)=NO 2-(4-pyridyl)-2-hydroxyiminoethyldiphenylphosphine